FC1=C(C(=CC(=C1)C(NC)=O)F)C1=C(N=C2N1C=CC(=N2)C)C[C@H]2CN(CCO2)C(=O)OC methyl (S)-2-((3-(2,6-difluoro-4-(methylcarbamoyl)phenyl)-7-methylimidazo[1,2-a]pyrimidin-2-yl)methyl)morpholine-4-carboxylate